CC1(O[C@H]2[C@H]([C@H](OC[C@@H]2NC(OC(C)(C)C)=O)CN2CCN(CC2)CC2CCN(CC2)C2=CC=CC=C2)O1)C tert-butyl ((3aS,4R,7S,7aR)-2,2-dimethyl-4-((4-((1-phenylpiperidin-4-yl)methyl)piperazin-1-yl)methyl)tetrahydro-4H-[1,3]dioxolo[4,5-c]pyran-7-yl)carbamate